NC1=CC=C(C=C1)NC(=O)C=1OC2=C(C1)C=CC(=C2)C2=COC=C2 N-(4-aminophenyl)-6-(furan-3-yl)benzofuran-2-carboxamide